6-(4-chlorophenyl)-2-(3-cyanophenyl)-N-[(2S)-1-hydroxy-3-methylbut-2-yl]-3-oxo-2,3-dihydropyridazine-4-carboxamide ClC1=CC=C(C=C1)C=1C=C(C(N(N1)C1=CC(=CC=C1)C#N)=O)C(=O)N[C@H](CO)C(C)C